1-(1-chloroethyl)-3-methoxybenzene ClC(C)C1=CC(=CC=C1)OC